5-[(diethoxyphosphoryl)carbonyl]-1H-indole-2-carboxylic acid C(C)OP(=O)(OCC)C(=O)C=1C=C2C=C(NC2=CC1)C(=O)O